C(C=CCCCCCCCCCCCCCCCC)=O Nonadecaenal